N(=[N+]=[N-])\C(\C(=O)OCC)=C/C1=C(C=CC(=C1)Br)F ethyl (Z)-2-azido-3-(5-bromo-2-fluoro-phenyl)prop-2-enoate